tert-butyl 3-[(8-carbamoyl-6-chloroquinazolin-4-yl)amino]azepane-1-carboxylate C(N)(=O)C=1C=C(C=C2C(=NC=NC12)NC1CN(CCCC1)C(=O)OC(C)(C)C)Cl